ClC1=C2C(=CC=NC2=CC(=C1)Cl)O 5,7-dichloro-4-hydroxyquinoline